(R)-1-(2-chlorophenyl) ethyl(1-methyl-4-(3-oxo-3,4-dihydro-2H-benzo[b][1,4]-oxazin-7-yl)-1H-1,2,3-triazol-5-yl)-carbamate C(C)N(C(OC1=C(C=CC=C1)Cl)=O)C1=C(N=NN1C)C=1C=CC2=C(OCC(N2)=O)C1